C(C)(C)(C)OC(=O)N1[C@@H](CCC1)CI (2S)-2-(iodomethyl)pyrrolidine-1-carboxylic acid tert-butyl ester